N-Methyl-L-arginine CN[C@@H](CCCNC(N)=N)C(=O)O